BrC1=CC=CN2C(=C(C=C12)C#CCN(C1=C(C=C(C(=O)O)C=C1)C#N)C(=O)OC(C)(C)C)SC(F)(F)F 4-[(3-{8-bromo-3-[(trifluoromethyl)sulfanyl]indolizin-2-yl}prop-2-yn-1-yl)(tert-butoxycarbonyl)amino]-3-cyanobenzoic acid